N1N=CC2=CC(=CC=C12)C#CC1=NC(=NC=C1)C1=NC(=NC=C1)NCC1=C(C=NC=C1)F 4-((1H-Indazol-5-yl)ethynyl)-N-((3-fluoropyridin-4-yl)methyl)-[2,4'-bipyrimidin]-2'-amine